13-methyl-8,14-dioxa-10,19,20-triazatetracyclo[13.5.2.12,6.018,21]tricosa-1(20),2,4,6(23),15,17,21-heptaen-9-one CC1CCNC(OCC=2C=CC=C(C3=NNC4=CC=C(O1)C=C34)C2)=O